N-(4-fluoro-3-methylphenyl)-1-(2-fluoroethyl)-5-(2-((1-methoxy-2-methylpropan-2-yl)amino)-2-oxoacetyl)-2,4-dimethyl-1H-pyrrole-3-carboxamide FC1=C(C=C(C=C1)NC(=O)C1=C(N(C(=C1C)C(C(=O)NC(COC)(C)C)=O)CCF)C)C